4-(((tert-butyldimethylsilyl)oxy)methyl)phenyl neopentyl sulfate S(=O)(=O)(OC1=CC=C(C=C1)CO[Si](C)(C)C(C)(C)C)OCC(C)(C)C